N1N=C(C=C1)C1=C(O[C@@H]2CN(CC2)CC(=O)N2[C@@H](CCC2)C#N)C=CC=C1 (S)-1-(2-((S)-3-(2-(1H-Pyrazol-3-yl)phenoxy)pyrrolidin-1-yl)acetyl)pyrrolidin-2-carbonitril